N-methyl-N,N,N-tridecylammonium chloride [Cl-].C[N+](CCCCCCCCCC)(CCCCCCCCCC)CCCCCCCCCC